2-{[4-({2-[(4-chloro-2-fluorophenoxy)methyl]pyridin-4-yl}oxy)piperidin-1-yl]methyl}-4-fluoro-1-{[(2S)-oxetan-2-yl]methyl}-1H-1,3-benzodiazole-6-carboxylic acid ClC1=CC(=C(OCC2=NC=CC(=C2)OC2CCN(CC2)CC2=NC3=C(N2C[C@H]2OCC2)C=C(C=C3F)C(=O)O)C=C1)F